Racemic-(E)-N-(5-(3-(1-((5-cyclopropyl-1H-pyrazol-3-yl)amino)-1-oxopropan-2-yl)-phenyl)pyridin-2-yl)-4-morpholinobut-2-enamide C1(CC1)C1=CC(=NN1)NC(C(C)C=1C=C(C=CC1)C=1C=CC(=NC1)NC(\C=C\CN1CCOCC1)=O)=O